C(C)(C)(C)OC(=O)N(C(OC(C)(C)C)=O)C1=NN2C(C=C(C(=C2)F)B2OC(C(O2)(C)C)(C)C)=N1 tert-butyl (tert-butoxycarbonyl)(6-fluoro-7-(4,4,5,5-tetramethyl-1,3,2-dioxaborolan-2-yl)-[1,2,4]triazolo[1,5-a]pyridin-2-yl)carbamate